S1C=NC2=C1C=CC(=C2)NC(CN2N=C(N1C(C2=O)=CC2=C1SC=C2)C(C)C)=O N-(benzo[d]thiazol-5-yl)-2-(8-isopropyl-5-oxothieno[3',2':4,5]pyrrolo[1,2-d][1,2,4]triazin-6(5H)-yl)acetamide